4-chloro-N-(4-chlorophenyl)-N-(4-methoxyphenyl)aniline ClC1=CC=C(N(C2=CC=C(C=C2)OC)C2=CC=C(C=C2)Cl)C=C1